C(C)(C)(C)OC(=O)NC1=NC=C(C=N1)B(O)O [2-[(TERT-BUTOXYCARBONYL)AMINO]PYRIMIDIN-5-YL]BORONIC ACID